7-methyl-7H-pyrrolo[2,3-d]pyrimidine-5-carboxylic acid CN1C=C(C2=C1N=CN=C2)C(=O)O